4-[8-[[5-cyclopropyl-2-ethoxy-4-(4-fluorophenyl)phenyl]methyl]-2-oxo-1-oxa-3,8-diazaspiro[4.5]decan-3-yl]-N,N-bis[(4-methoxyphenyl)methyl]benzenesulfonamide C1(CC1)C=1C(=CC(=C(C1)CN1CCC2(CN(C(O2)=O)C2=CC=C(C=C2)S(=O)(=O)N(CC2=CC=C(C=C2)OC)CC2=CC=C(C=C2)OC)CC1)OCC)C1=CC=C(C=C1)F